1-Methyl-3-(4-(4,4,5,5-tetramethyl-1,3,2-dioxaborolan-2-yl)phenyl)pyrrolidine CN1CC(CC1)C1=CC=C(C=C1)B1OC(C(O1)(C)C)(C)C